N-(5-(3-chloro-4-fluorobenzyl)pyridin-2-yl)-1-ethyl-6-oxo-1,6-dihydropyridine-3-carboxamide ClC=1C=C(CC=2C=CC(=NC2)NC(=O)C2=CN(C(C=C2)=O)CC)C=CC1F